CC(C)C1=C(C(=C(C=C1)C(C)C)C2=CC=C(C=C2)N)C3=CC=C(C=C3)N bis(4-aminophenyl)-1,4-diisopropylbenzene